NC1=NC=CC=C1C1=NC=2C(=NC(=CC2)C2=CC=CC=C2)N1C1=CC=C(CN2C[C@@H](N(CC2)C2=NC(=NC=C2)C#N)C)C=C1 (S)-4-(4-(4-(2-(2-aminopyridin-3-yl)-5-phenyl-3H-imidazo[4,5-b]pyridin-3-yl)benzyl)-2-methylpiperazin-1-yl)pyrimidine-2-carbonitrile